2-methyl-1,8-naphthyridin-3-amine CC1=NC2=NC=CC=C2C=C1N